2-{[3-(1-{[6-(1,3-benzothiazol-6-yl)-2-methylpyrimidin-4-yl]amino}ethyl)phenoxy]methyl}-1,3-oxazole S1C=NC2=C1C=C(C=C2)C2=CC(=NC(=N2)C)NC(C)C=2C=C(OCC=1OC=CN1)C=CC2